C(C)(C)N1N=C(C=C1C1[C@H]2CC(C[C@@H]12)N1CCC2(CS(C2)(=O)=O)CC1)C(F)(F)F 7-((1R,3s,5S,6r)-6-(1-isopropyl-3-(trifluoromethyl)-1H-pyrazol-5-yl)bicyclo[3.1.0]hexan-3-yl)-2-thia-7-azaspiro[3.5]nonane 2,2-dioxide